(2R,5S)-5-(aminomethyl)-2-(2-chloro-4-phenoxy-phenyl)-1,4-thiazepan-3-one NC[C@H]1NC([C@H](SCC1)C1=C(C=C(C=C1)OC1=CC=CC=C1)Cl)=O